racemic-4-((1-cyclopropyl-2-methoxyethyl)amino)-3-methoxy-N-(5-(5-methyl-1H-pyrazol-1-yl)-1,3,4-thiadiazol-2-yl)-2-oxo-2H-pyran-6-carboxamide C1(CC1)[C@H](COC)NC1=C(C(OC(=C1)C(=O)NC=1SC(=NN1)N1N=CC=C1C)=O)OC |r|